C(#N)CC(=O)N1C[C@@H]([C@H](C1)CC)COC1=NC=CC2=CC(=C(C=C12)OC(C)C)C(=O)N 1-{[(3R,4R)-1-(cyanoacetyl)-4-ethylpyrrolidin-3-yl]methoxy}-7-(propan-2-yloxy)isoquinoline-6-carboxamide